5-(benzyloxy)-2-(difluoromethyl)-N-(1-methyl-1H-pyrazol-3-yl)-1-benzothiophene-3-carboxamide C(C1=CC=CC=C1)OC=1C=CC2=C(C(=C(S2)C(F)F)C(=O)NC2=NN(C=C2)C)C1